O1C(=NC2=C1C1=CC=CC=C1C=C2)N Naphtho[2,1-d]Oxazol-2-amine